1-[3-[5-(4-bromophenyl)-1-[2-(trifluoromethyl)phenyl]pyrrol-2-yl]phenyl]-N,N-dimethyl-methylamine BrC1=CC=C(C=C1)C1=CC=C(N1C1=C(C=CC=C1)C(F)(F)F)C=1C=C(C=CC1)CN(C)C